CN1CCN(CC1)C(=O)OC1=C2N(N=CC1=O)[C@H]([C@@H]1N(C2=O)CCC1)[C@H](C1=CC=CC=C1)C1=C(C(=CC=C1)F)F (9aR,10S)-10-((R)-(2,3-difluorophenyl)(phenyl)methyl)-3,5-dioxo-3,5,8,9,9a,10-hexahydro-7H-pyrrolo[1',2':4,5]pyrazino[1,2-b]pyridazin-4-yl 4-methylpiperazine-1-carboxylate